2-((2-(4,4-difluoropiperidin-1-yl)-6-methoxy-7-(3-(pyrrolidin-1-yl)propoxy)quinazolin-4-yl)amino)acetamide FC1(CCN(CC1)C1=NC2=CC(=C(C=C2C(=N1)NCC(=O)N)OC)OCCCN1CCCC1)F